N-octadecyl-2-formyl-3-t-butylcarbonyloxy-pyridin-4-one C(CCCCCCCCCCCCCCCCC)N1C(=C(C(C=C1)=O)OC(=O)C(C)(C)C)C=O